2,4-difluoro-5-methoxybenzene FC1=CC=C(C(=C1)F)OC